(S)-N-((R or S)-(4-chloro-2-(trifluoromethoxy)phenyl)(4-chlorophenyl)methyl)-2-oxooxazolidine-5-carboxamide ClC1=CC(=C(C=C1)[C@H](NC(=O)[C@@H]1CNC(O1)=O)C1=CC=C(C=C1)Cl)OC(F)(F)F |o1:7|